N=1C=COC=C2C=NC=3C=CC=CC3C21 [1,4]oxazepino[6,5-c]quinolin